benzyloxy-6-methyl-2-sulfanyl-spiro[5,8-dihydropyrido[4,3-d]pyrimidin-7,1'-tetrahydronaphthalene]-4-ol C(C1=CC=CC=C1)OC1C2(C3=CC=CC=C3CC1)CC=1N=C(N=C(C1CN2C)O)S